4-[N-(2,2-difluoroethyl)-3-fluoro-5-(3-hydroxy-3-methyl-but-1-ynyl)anilino]-1-ethyl-5-fluoro-quinazolin-2-one FC(CN(C1=CC(=CC(=C1)C#CC(C)(C)O)F)C1=NC(N(C2=CC=CC(=C12)F)CC)=O)F